C(C1=CC=CC=C1)NC(=O)O[C@H]1[C@H](N(C[C@@H]1OC(=O)OC(C)(C)C)C(=O)OC(C)(C)C)CC1=CC=C(C=C1)OC tert-butyl (2R,3S,4S)-3-[(benzylcarbamoyl)oxy]-4-[(tert-butoxycarbonyl)oxy]-2-[(4-methoxyphenyl)methyl]pyrrolidine-1-carboxylate